O1CC(CCC1)C=1N=C2C(=NC1)N=C(S2)N 6-(oxan-3-yl)-[1,3]thiazolo[4,5-b]pyrazin-2-amine